C(=O)NN.[K] potassium 2-formylhydrazine